OC[C@H](C1=CC=CC=C1)NC1=NC(=NC=C1C1=NC2(CO1)CCOCC2)NC2=CC=C1C(=N2)C(N(C1=O)C)(C)C (S)-2-((4-((2-hydroxy-1-phenylethyl)amino)-5-(3,8-dioxa-1-azaspiro[4.5]dec-1-en-2-yl)pyrimidin-2-yl)amino)-6,7,7-trimethyl-6,7-dihydro-5H-pyrrolo[3,4-b]pyridin-5-one